ClC1=C(N)C=CC=C1SC1=NC=C(N=C1C)Cl 2-chloro-3-((5-chloro-3-methylpyrazin-2-yl)thio)aniline